CC=1N=CN(C1C)C[C@@H]1CC[C@H](CC1)C(=O)O trans-4-[(4,5-dimethylimidazol-1-yl)methyl]cyclohexanecarboxylic acid